4-(8,8-difluoro-2-((2S,3R)-3-hydroxy-2-methylazetidin-1-yl)-5,6,7,8-tetrahydroquinazolin-4-yl)benzamide FC1(CCCC=2C(=NC(=NC12)N1[C@H]([C@@H](C1)O)C)C1=CC=C(C(=O)N)C=C1)F